C(C)OC(CCCOC1=C(C=C(C=C1F)Br)F)=O 4-(4-bromo-2,6-difluoro-phenoxy)-butyric acid ethyl ester